C1(CC1)CN1CC=2NC(=NC2C1)C1=NNC2=CC(=CC=C12)C1=CC(=C(C=C1CC)O)F 4-(3-(5-(cyclopropylmethyl)-1,4,5,6-tetrahydropyrrolo[3,4-d]imidazol-2-yl)-1H-indazol-6-yl)-5-ethyl-2-fluorophenol